ClC1=CC=C(C=N1)CNCC1=CC(=C(C=C1)F)C 1-(6-chloropyridin-3-yl)-N-(4-fluoro-3-methylbenzyl)methylamine